BrC=1SC2=C3C(CCCOC13)=C(N=C2Cl)NC 1-bromo-3-chloro-N-methyl-7,8-dihydro-6H-9-oxa-2-thia-4-azabenzo[cd]azulen-5-amine